4-{4-[5-(2-fluoropyridin-4-yl)-1H-pyrazol-3-yl]phenyl}morpholine FC1=NC=CC(=C1)C1=CC(=NN1)C1=CC=C(C=C1)N1CCOCC1